(R)-6-Chloro-N-((1-cyanopyrrolidin-3-yl)methyl)imidazo[1,2-a]pyridin-2-carboxamid ClC=1C=CC=2N(C1)C=C(N2)C(=O)NC[C@@H]2CN(CC2)C#N